N=1CC=C2C=CC=CC12 (2H)-indole